O=C\1NC2=CC(=CC=C2/C1=C(\C1=CC=CC=C1)/NC1=CC=C(C=C1)C(NOCCN1CC(NCC1)=O)=O)C(=O)OC (Z)-Methyl 2-oxo-3-(((4-((2-(3-oxopiperazin-1-yl)ethoxy)carbamoyl)phenyl)amino)(phenyl)methylene)indoline-6-carboxylate